O[C@H]1C[C@H](CC1)NC1=NC(=NC=C1C(=O)N)NC1CCN(CC1)C(CC(C)C)=O 4-((1S,3R)-3-hydroxycyclopentylamino)-2-(1-(3-methylbutanoyl)piperidin-4-ylamino)pyrimidine-5-carboxamide